homoserineAt N[C@@H](CCO)C(=O)[O-]